(2R,5S,Z)-5-amino-2-(pyridin-3-ylmethyl)non-3-enoic acid hydrochloride Cl.N[C@H](\C=C/[C@H](C(=O)O)CC=1C=NC=CC1)CCCC